OC1=C2C(C(=COC2=CC(=C1)OCOP(=O)(O)O)C1=CC=C(C=C1)O)=O.CC1CC2(N(C(C1)C2)CC2=NC=CC=C2)C(C)=O 1-(cis-3-methyl-6-picolyl-6-azabicyclo[3.1.1]hept-1-yl)ethan-1-one ((5-Hydroxy-3-(4-hydroxyphenyl)-4-oxo-4H-chromen-7-yl)oxy)methyl-dihydrogenphosphate